5-p-tolyl-N-(4-trifluoromethylphenyl)-1,3,4-thiadiazol-2-amine C1(=CC=C(C=C1)C1=NN=C(S1)NC1=CC=C(C=C1)C(F)(F)F)C